CCCCCCCCCC(=O)OC[C@H](COP(=O)([O-])OCC[N+](C)(C)C)OC(=O)CCCCCCC/C=C\CCCCCCCC 1-decanoyl-2-(9Z-octadecenoyl)-sn-glycero-3-phosphocholine